2,2'-dihydroxy-3,3'-bis(hydroxymethyl)-5,5'-dimethoxybenzophenone OC1=C(C(=O)C2=C(C(=CC(=C2)OC)CO)O)C=C(C=C1CO)OC